bromospiro[benzo[b]fluorene-11,9'-thioxanthene] BrC1=CC=CC=2SC3=CC=CC=C3C3(C12)C=1C=CC=CC1C=1C=C2C(=CC13)C=CC=C2